(S)-6-isopropyl-5-(8-methoxy-[1,2,4]triazolo[1,5-a]pyridin-6-yl)-1-(piperidin-3-yl)-1,3-dihydro-2H-benzo[d]imidazol-2-one C(C)(C)C=1C(=CC2=C(N(C(N2)=O)[C@@H]2CNCCC2)C1)C=1C=C(C=2N(C1)N=CN2)OC